FCC1C(C(CO1)O)O 5-(fluoromethyl)oxolane-3,4-diol